NC1=NC(=NC=C1CN(C=O)C(C)=CCCCl)C 2-(N-((4-amino-2-methylpyrimidin-5-yl)methyl)formamido)-5-chloropent-2-ene